4-bromo-2-methyl-2-(methylsulfonyl)butanoic acid methyl ester COC(C(CCBr)(S(=O)(=O)C)C)=O